C(C)(=O)N(N=[N+]=[N-])C(=O)[C@H](O)[C@@H](O)[C@@H](O)[C@H](O)CO N-acetylazidoaminogalactose